BrC=1C(=CC(=NC1)NC1(CCC1)C)C(F)F 5-bromo-4-(difluoromethyl)-N-(1-methylcyclobutyl)pyridin-2-amine